1-(5-(3-(2,2-difluoroethyl)-2-methyl-3H-imidazo[4,5-b]pyridin-5-yl)pyrrolo[2,1-f][1,2,4]triazin-2-yl)-N3-methylcyclobutane-1,3-diamine FC(CN1C(=NC=2C1=NC(=CC2)C=2C=CN1N=C(N=CC12)C1(CC(C1)NC)N)C)F